3-(2,2-difluoroethoxy)-4-(5-(3,5-dimethylisoxazol-4-yl)-1-phenyl-1H-pyrrolo[2,3-b]pyridin-3-yl)benzoic acid FC(COC=1C=C(C(=O)O)C=CC1C1=CN(C2=NC=C(C=C21)C=2C(=NOC2C)C)C2=CC=CC=C2)F